ClC1=CC=C(C=C1)[C@H]1N(CC[C@H](C1)C)C(=O)NC\C=C\S(=O)(=O)C |r| Rac-(2s,4r)-2-(4-chlorophenyl)-4-methyl-N-((E)-3-(methylsulfonyl)allyl)piperidine-1-carboxamide